N1N=C(N=C1)SC=1C=C(C2=CC=CC=C2C1O)NS(=O)(=O)C1=C(C=C(C=C1)C)C N-(3-(1H-1,2,4-triazol-3-ylthio)-4-hydroxynaphthalen-1-yl)-2,4-dimethylbenzenesulfonamide